C(C)(C)(C)[Si](OCCCCCC1=CC=NC=C1)(C)C tert-butyl-dimethyl-[5-(4-pyridyl)pentoxy]silane